3,5-bistrifluoromethylbenzenesulfonyl-hydrazine FC(C=1C=C(C=C(C1)C(F)(F)F)S(=O)(=O)NN)(F)F